C(=O)(O)CC=1C(NC(NC1)=O)=O 5-(carboxylmethyl)uracil